2-(morpholin-4-yl)-8-[1-(tetrahydro-2H-pyran-2-yl)-1H-pyrazol-5-yl]-1,7-naphthyridine N1(CCOCC1)C1=NC2=C(N=CC=C2C=C1)C1=CC=NN1C1OCCCC1